N=1C=CN2C1C=C(C=C2)C2=CC=CC(=N2)C#N 6-(imidazo[1,2-a]pyridin-7-yl)picolinonitril